[N+](=O)([O-])C=1C=NN(C1)C1CCC(CC1)C(=O)OC methyl (1R,4R)-4-(4-nitro-1H-pyrazol-1-yl)cyclohexane-1-carboxylate